C(C)(C)(C)N[Ti]C1C(=C(C(=C1C)C)C)C (t-butylamino)tetramethyl-cyclopentadienyl-titanium